CC(C)(C)[O-].CC(C)(C)[O-].C(C)(C)C1=C(C(=CC=C1)C(C)C)N=[Mo+2](C1=CC=CC=C1)C(C)(C)C 2,6-diisopropylphenylimino-tert-butylphenylmolybdenum (VI) bis(tert-butoxide)